iodine Calcium sulfate S(=O)(=O)([O-])[O-].[Ca+2].[I+]